N-{2-[(4R)-4-amino-3,3-difluoropiperidin-1-yl]pyrimidin-4-yl}-8-[(2R,3S)-3-(methanesulfonylmeth-yl)-2-methylazetidin-1-yl]-5-(propan-2-yl)isoquinolin-3-amine N[C@H]1C(CN(CC1)C1=NC=CC(=N1)NC=1N=CC2=C(C=CC(=C2C1)C(C)C)N1[C@@H]([C@H](C1)CS(=O)(=O)C)C)(F)F